3-(2,4-difluorophenyl)-3-hydroxy-4-(1H-1,2,4-triazol-1-yl)butanoic acid FC1=C(C=CC(=C1)F)C(CC(=O)O)(CN1N=CN=C1)O